ClC=1C=C(C=C(C1OC1=NNC(C(=C1)C(C)C)=O)Cl)C1=NOC(N1)=O 3-(3,5-dichloro-4-((5-isopropyl-6-oxo-1,6-dihydropyridazin-3-yl)oxy)phenyl)-1,2,4-oxadiazol-5(4H)-one